N(C(=O)C)C1=CC=C(C=C1)B(O)O p-acetaminophenylboronic acid